OP1OCC(O1)COCC=C 2-hydroxy-4-allyloxymethyl-1,3,2-dioxaphospholane